C1(=CC=CC=C1)S(=O)(=O)NC=1C=C(C=CC1)CCCCOC=1C=C(C=CC1)CCCC(=O)O 4-[3-[4-[3-(Benzenesulfonamido)phenyl]butoxy]phenyl]butanoic acid